tert-butyl 4,4-dimethyl-6-nitro-1-oxo-3H-isoquinoline-2-carboxylate CC1(CN(C(C2=CC=C(C=C12)[N+](=O)[O-])=O)C(=O)OC(C)(C)C)C